2-amino-N-(4-hydroxybicyclo[2.2.2]oct-1-yl)-5-(4-(3-(2-morpholinoethyl)-3-azabicyclo[3.1.0]hex-1-yl)phenyl)nicotinamide NC1=C(C(=O)NC23CCC(CC2)(CC3)O)C=C(C=N1)C1=CC=C(C=C1)C13CN(CC3C1)CCN1CCOCC1